4-((4-((2-ethoxy-5-(thiophen-2-yl)phenyl)amino)-7-methoxyquinazolin-6-yl)oxy)piperidin C(C)OC1=C(C=C(C=C1)C=1SC=CC1)NC1=NC=NC2=CC(=C(C=C12)OC1CCNCC1)OC